pentadeca-4,6,8,12-tetraene-1,3,10-triol C(CC(C=CC=CC=CC(CC=CCC)O)O)O